C(C1=CC=CC=C1)OC=1C=CC=C2C=C(C(=NC12)C)C1C(NC(CC1)=O)=O 3-(8-(benzyloxy)-2-methylquinolin-3-yl)piperidine-2,6-dione